PENTANDIONE CC(C(CC)=O)=O